chloro-N-({4-[1-(difluoromethyl)-1H-pyrazol-5-yl]-2,5-dioxoimidazolidin-4-yl}methyl)[biphenyl]-2-carboxamide ClC1=C(C(=CC=C1)C1=CC=CC=C1)C(=O)NCC1(NC(NC1=O)=O)C1=CC=NN1C(F)F